N-hydroxy-1,1-dimethyl-2-(5-(trifluoromethyl)-4,5,6,7-tetrahydrobenzo[d]oxazol-2-yl)isoindoline-4-carboxamide ONC(=O)C=1C=2CN(C(C2C=CC1)(C)C)C=1OC2=C(N1)CC(CC2)C(F)(F)F